t-butyl [4,4'-bipiperidine]-1-carboxylate N1(CCC(CC1)C1CCNCC1)C(=O)OC(C)(C)C